S(=O)(=O)(O)[Se]S(=O)(=O)O sulfo selenide